5-(3-(1-methyl-1H-pyrazol-4-yl)pyrazolo[1,5-a]pyridin-5-yl)-7H-pyrrolo[2,3-d]pyrimidine CN1N=CC(=C1)C=1C=NN2C1C=C(C=C2)C2=CNC=1N=CN=CC12